(S)-N-((3-CYANO-4-((1-(DIMETHYLAMINO)-5-(4-FLUOROPHENYL)PENTAN-3-YL)AMINO)-5-FLUOROPHENYL)SULFONYL)-1-METHOXYCYCLOHEPTANE-1-CARBOXAMIDE C(#N)C=1C=C(C=C(C1N[C@H](CCN(C)C)CCC1=CC=C(C=C1)F)F)S(=O)(=O)NC(=O)C1(CCCCCC1)OC